N-(5-Chloro-6-(2H-1,2,3-triazol-2-yl)pyridin-3-yl)-1-(2-(difluoromethyl)chinolin-4-yl)-5-(trifluoromethyl)-1H-pyrazol-4-carboxamid ClC=1C=C(C=NC1N1N=CC=N1)NC(=O)C=1C=NN(C1C(F)(F)F)C1=CC(=NC2=CC=CC=C12)C(F)F